NCC(C1=CC(=CC=C1)Cl)N1C=NC2=CC(=CC=C2C1=O)C1=CC(=NC=C1)F 3-(2-amino-1-(3-chlorophenyl)ethyl)-7-(2-fluoropyridin-4-yl)quinazolin-4(3H)-one